FC1=CC=C(C=C1)C(CN1CCC(CC1)CNC(C1=CC=CC=C1)=O)=O N-((1-(2-(4-fluorophenyl)-2-oxoethyl)piperidin-4-yl)methyl)benzamide